tert-butyl (S)-2-[2-(2-methylpyrimidine-4-carbonyl)-6-(3-methyl-1H-pyrrolo[2,3-b]pyridin-5-yl)-1,2,3,4-tetrahydroisoquinolin-8-yl]pyrrolidine-1-carboxylate CC1=NC=CC(=N1)C(=O)N1CC2=C(C=C(C=C2CC1)C=1C=C2C(=NC1)NC=C2C)[C@H]2N(CCC2)C(=O)OC(C)(C)C